1-isopropyl-5-(5-methoxy-3-pyridinyl)-N-[(3R)-tetrahydrofuran-3-yl]pyrazolo[4,3-b]pyridin-7-amine C(C)(C)N1N=CC2=NC(=CC(=C21)N[C@H]2COCC2)C=2C=NC=C(C2)OC